C(C)(C)OC(=O)N1[C@H](CN(CC1)CC1=C(C(=CC(=C1)C)NC=1OC(=NN1)[C@H]1OC(OC1)(C)C)C)C (2S)-4-[[3-[[5-[(4S)-2,2-dimethyl-1,3-dioxolan-4-yl]-1,3,4-oxadiazol-2-yl]amino]-2,5-dimethyl-phenyl]methyl]-2-methyl-piperazine-1-carboxylic acid isopropyl ester